C1=CC=CC=2C3=CC=CC=C3C(C12)COC(=O)N[C@H](C(=O)O)CC=1C=CC(=NC1)C=1C=NC=C(C1)OC(C)(C)C (S)-2-((((9H-fluoren-9-yl)methoxy)carbonyl)amino)-3-(5'-(tert-butoxy)-[2,3'-bipyridin]-5-yl)propanoic acid